[1,1,3-trimethylindan-4-yl]pyrazole-4-carboxamide CC1(CC(C2=C(C=CC=C12)C1=NNC=C1C(=O)N)C)C